1-(N-(1H-pyrazol-3-yl)-3-(triisopropylsilyl)propiolamido)cyclopentane-1-carboxamide N1N=C(C=C1)N(C(C#C[Si](C(C)C)(C(C)C)C(C)C)=O)C1(CCCC1)C(=O)N